4-((2R,4R)-4-((S)-4-(6-((5-bromo-1-methyl-2-oxo-1,2-dihydropyridin-3-yl)amino)pyridin-3-yl)-3-methylpiperazin-1-yl)-2-methylpiperidin-1-yl)phthalic acid BrC=1C=C(C(N(C1)C)=O)NC1=CC=C(C=N1)N1[C@H](CN(CC1)[C@H]1C[C@H](N(CC1)C=1C=C(C(C(=O)O)=CC1)C(=O)O)C)C